CN1CCN(CC1)CC1=CC=C(C=N1)NC1=NC=CC=N1 N-(6-((4-methylpiperazin-1-yl)methyl)pyridin-3-yl)Pyrimidine-2-amine